(2S)-2-amino-3-(3,4-dihydroxyphenyl)propionic acid N[C@H](C(=O)O)CC1=CC(=C(C=C1)O)O